3,5-difluoro-3'-methoxy-[1,1'-biphenyl]-4,4'-dicarboxylic acid methyl ester COC(=O)C1=C(C=C(C=C1F)C1=CC(=C(C=C1)C(=O)O)OC)F